(triphenyl)phosphonium C1(=CC=CC=C1)[PH+](C1=CC=CC=C1)C1=CC=CC=C1